3-[1-(4-cyano-5-{3-trifluoromethyl-5-[(E)-2-(6-trifluoromethylpyridin-2-yl)-vinyl]-phenyl}-2H-[1,2,3]triazol-2-yl)-ethoxycarbonyloxy]-2,2-dimethyl-propionic acid C(#N)C1=NN(N=C1C1=CC(=CC(=C1)\C=C\C1=NC(=CC=C1)C(F)(F)F)C(F)(F)F)C(C)OC(=O)OCC(C(=O)O)(C)C